BrC=1N=C(SC1)C12CC(C1)(C2)N 3-(4-bromothiazol-2-yl)bicyclo[1.1.1]pentan-1-amine